2-(1,3-Dihydroisobenzofuran-5-yl)acetonitrile C1OCC2=CC(=CC=C12)CC#N